C(C)(C)(C)C1=CC=C(C(=N1)OC1=C(C=C(C=C1C)C)C)C(=O)NS(=O)(=O)C1=C2C=CN(C2=CC=C1)C 6-tert-Butyl-N-(1-methylindol-4-yl)sulfonyl-2-(2,4,6-trimethylphenoxy)pyridin-3-carboxamid